FC(C=1C=C(C=CC1F)C=1C=C2C(=NC1)C(=NN2CC=2C=NC=CC2)C)F 6-[3-(Difluoromethyl)-4-fluoro-phenyl]-3-methyl-1-(3-pyridylmethyl)pyrazolo[4,3-b]pyridine